N-(3-chlorobenzyl)-5-methyl-2-azabicyclo[3.1.0]hexane-3-carboxamide ClC=1C=C(CNC(=O)C2NC3CC3(C2)C)C=CC1